6-(5-fluoropyridin-3-yl)-N-[2-(1H-indol-3-yl)ethyl]-3-(3-methoxy-1-methylpropyl)imidazo[1,2-a]pyrazin-8-amine FC=1C=C(C=NC1)C=1N=C(C=2N(C1)C(=CN2)C(CCOC)C)NCCC2=CNC1=CC=CC=C21